NCCNCC1CCC(CC1)CC(CN)N 1-{4-[(2-aminoethylamino)-methyl]-cyclohexylmethyl}-ethane-1,2-diamine